4-(cyclobutylamino)-N-(2,6-DIMETHYLPHENYL)-2-((3-morpholinophenyl)amino)pyrimidine-5-carboxamide C1(CCC1)NC1=NC(=NC=C1C(=O)NC1=C(C=CC=C1C)C)NC1=CC(=CC=C1)N1CCOCC1